ClC(OC1=CC=C(C=C1)NC(=O)C1=CN(C(C=C1)=O)C1=CC=C(C=C1)N1C(CC1)=O)(F)F N-[4-[Chloro(difluoro)methoxy]phenyl]-6-oxo-1-[4-(2-oxoazetidin-1-yl)phenyl]pyridine-3-carboxamide